(S)-(2-((tert-butoxycarbonyl)amino)-3-methoxy-3-oxopropyl)zinc(II) iodide [I-].C(C)(C)(C)OC(=O)N[C@H](C[Zn+])C(=O)OC